8-(tert-butyl) 3-(2-(trimethylsilyl) ethyl) (1S,2S,5R)-2-(prop-1-en-2-yl)-3,8-diazabicyclo[3.2.1]octane-3,8-dicarboxylate C=C(C)[C@H]1[C@@H]2CC[C@H](CN1C(=O)OCC[Si](C)(C)C)N2C(=O)OC(C)(C)C